8-Methyl-2-(pyridin-2-ylmethyl)-N-(2-{4-[3-(trifluoromethyl)phenyl]piperazin-1-yl}ethyl)-4,5-dihydro-2H-furo[2,3-g]indazole-7-carboxamide CC1=C(OC=2CCC3=CN(N=C3C21)CC2=NC=CC=C2)C(=O)NCCN2CCN(CC2)C2=CC(=CC=C2)C(F)(F)F